(1R,2S,5S)-3-(2-(3-acetyl-7-methyl-5-(2-methylpyrazolo[1,5-a]pyrimidin-6-yl)-1H-indol-1-yl)acetyl)-N-((R)-3-fluoro-4-methylpent-3-en-2-yl)-3-azabicyclo[3.1.0]hexane-2-carboxamide C(C)(=O)C1=CN(C2=C(C=C(C=C12)C=1C=NC=2N(C1)N=C(C2)C)C)CC(=O)N2[C@@H]([C@@H]1C[C@@H]1C2)C(=O)N[C@H](C)C(=C(C)C)F